CC=1C=C(C=C(C1)C)P(=O)(C1=CC(=CC(=C1)C)C)F di(3,5-dimethylphenyl)phosphoryl fluoride